CC1=CC=C(C=C1)S(=O)(=O)N1C=C(C2=CC(=CC=C12)C#N)C(CCCCl)=O 1-p-toluenesulfonyl-3-(4-chlorobutyryl)-5-cyanoindole